C(C)(C)(C)OC(=O)N1CC(CCC1)C(C)N 3-(1-aminoethyl)-piperidine-1-carboxylic acid tert-butyl ester